(S)-4-cyclopropyl-3-(tetrahydrofuran-3-yl)-N-(2-(trifluoromethyl)pyridin-4-yl)isothiazole-5-carboxamide C1(CC1)C=1C(=NSC1C(=O)NC1=CC(=NC=C1)C(F)(F)F)[C@H]1COCC1